C1=C(C=CC2=CC=CC=C12)S(=O)(=O)N1CCC(CC1)C(=O)NC1=CC=C2C=NN(C2=C1)CC 1-(2-naphthylsulfonyl)-N-(1-ethyl-1H-indazol-6-yl)-4-piperidinecarboxamide